CN1C(C(=C(C2=CC=C(C=C12)C)N1CCC(CC1)(C=1OC2=C(N1)C=C(C=C2)C)C)C#N)=O 1,7-dimethyl-4-[4-methyl-4-(5-methyl-1,3-benzoxazol-2-yl)piperidin-1-yl]-2-oxo-1,2-dihydroquinoline-3-carbonitrile